2-(azetidin-3-yl)-6-(trifluoromethyl)pyrazolo[1,5-a]pyridine N1CC(C1)C1=NN2C(C=CC(=C2)C(F)(F)F)=C1